4-(N-methyl-N-(3-(N-Boc-L-phenylalanylamino)-4-methoxyphenyl)-amino)-coumarin CN(C1=CC(=C(C=C1)OC)NC([C@@H](NC(=O)OC(C)(C)C)CC1=CC=CC=C1)=O)C1=CC(OC2=CC=CC=C12)=O